(4S)-7-chloro-6-(3-chloro-6-methoxy-2-pyridyl)-1,4-dimethyl-8-(trifluoromethyl)-4H-imidazo[1,2-a][1,4]benzodiazepine ClC1=C(C=CC2=C1C(=N[C@H](C=1N2C(=CN1)C)C)C1=NC(=CC=C1Cl)OC)C(F)(F)F